FC1=CC(=C(C=C1OC)\N=C\C(=O)OCC)[N+](=O)[O-] Ethyl (2E)-2-((4-fluoro-5-methoxy-2-nitrophenyl)imino)acetate